FC(C=1C=C(C=C(C1)C(F)(F)F)P([C@H](C)[C-]1C(=CC=C1)C1=C(C=CC=C1)P(C1=CC=CC=C1)C1=CC=CC=C1)C1=CC(=CC(=C1)C(F)(F)F)C(F)(F)F)(F)F.[CH-]1C=CC=C1.[Fe+2] (1S)-1-[(1R)-1-[Bis[3,5-bis(trifluoromethyl)phenyl]phosphino]ethyl]-2-[2-(diphenylphosphino)phenyl]ferrocene